C(C)(C)(C)OC(=O)N1CC(NCC1)C(F)(F)F 3-trifluoromethyl-piperazine-1-carboxylic acid tert-butyl ester